N1=C(C=CC=2CCCNC12)CCCNC(=O)N1CCN(CC1)CC(=O)O 2-(4-(3-(5,6,7,8-tetrahydro-1,8-naphthyridin-2-yl)propylcarbamoyl)piperazin-1-yl)acetic acid